N1N=C(C2=CC=CC=C12)C=1CN(CCC1)C(=O)OCCCC butyl 3-(1H-indazol-3-yl)-5,6-dihydro-2H-pyridine-1-carboxylate